2-(5-Aminopyrazin-2-yl)propan-2-ol NC=1N=CC(=NC1)C(C)(C)O